FC=1C2=C(N3C1CN(CC3)C(CCOCC3NCC3)=O)N=CC(=C2C)C 2-((3-(5-fluoro-3,4-dimethyl-8,9-dihydropyrido[3',2':4,5]pyrrolo[1,2-a]pyrazin-7(6H)-yl)-3-oxopropoxy)methyl)azetidin